FC1C(COC1)(C)N1CCC(CC1)C=1C=C2C=C(N=CC2=CC1C)NC(=O)C1C(C1C=1C=NN(C1)C)C N-(6-(1-(4-fluoro-3-methyltetrahydrofuran-3-yl)piperidin-4-yl)-7-methylisoquinolin-3-yl)-2-methyl-3-(1-methyl-1H-pyrazol-4-yl)cyclopropane-1-carboxamide